CC1(C(N(C(N1)=O)C1=NC=C(N=C1)OC1=CC=CC2=C1C1(CC1)CO2)=O)C 5,5-dimethyl-3-(5-spiro[2H-benzofuran-3,1'-cyclopropan]-4-yloxypyrazin-2-yl)imidazolidine-2,4-dione